BrC1=C2N(C=3C=CC=CC13)C(N(C2)C(C(=O)OC)CCC(=O)OC)=O Dimethyl 2-(9-bromo-3-oxo-1H-imidazo[1,5-a]indol-2(3H)-yl)glutarate